ClC1=C(C=CC(=C1)Cl)N1N=C(CC1(C)C(=O)OCC)C(=O)O 1-(2,4-Dichlorophenyl)-5-(ethoxycarbonyl)-5-methyl-2-pyrazolin-3-carboxylic acid